(R)-5-(((4-(3-chloro-4-(2-chloro-3-((3-fluoro-4-(((2-methoxyethyl)amino)methyl)pyridin-2-yl)amino)phenyl)pyridin-2-yl)-2-methoxybenzyl)amino)methyl)pyrrolidin-2-one ClC=1C(=NC=CC1C1=C(C(=CC=C1)NC1=NC=CC(=C1F)CNCCOC)Cl)C1=CC(=C(CNC[C@H]2CCC(N2)=O)C=C1)OC